diethyl 3-(3-fluorophenyl)-5-methyl-1H-pyrrole-2,4-dicarboxylate FC=1C=C(C=CC1)C1=C(NC(=C1C(=O)OCC)C)C(=O)OCC